1-(2-methoxy-5-trifluoromethyl-benzyl)-3-spiro[2.3]hex-5-yl-urea COC1=C(CNC(=O)NC2CC3(CC3)C2)C=C(C=C1)C(F)(F)F